NC(CO)C1=CC(=CC(=C1)F)F 2-amino-2-(3,5-difluorophenyl)ethan-1-ol